3-((2-(2-fluorophenyl)-4-formyl-1H-pyrrol-1-yl)sulfonyl)-N-(2-methoxyethyl)benzamide ethyl-2-((8-chloro-6-(3-iodophenyl)-3,6-dimethyl-7-oxooctyl)sulfonyl)acetate C(C)OC(CS(=O)(=O)CCC(CCC(C(CCl)=O)(C)C1=CC(=CC=C1)I)C)=O.FC1=C(C=CC=C1)C=1N(C=C(C1)C=O)S(=O)(=O)C=1C=C(C(=O)NCCOC)C=CC1